16-(2-pyridyldithio)-hexadecanoic acid N1=C(C=CC=C1)SSCCCCCCCCCCCCCCCC(=O)O